C(C)N1C(C2=NC(=CC=C2C1)N(C(C#CC)=O)C1=C(C=C(C(=C1)C)I)[C@@H]1OCCC1)=O (R)-N-(6-ethyl-7-oxo-6,7-dihydro-5H-pyrrolo[3,4-b]pyridin-2-yl)-N-(4-iodo-5-methyl-2-(tetrahydrofuran-2-yl)phenyl)but-2-ynamide